C1(CC1)C1=NC2=CC=CC=C2C(=C1/C=C/[C@H](C[C@H](CC(=O)O)O)O)C1=CC=C(C=C1)F (3r,5s,6e)-7-[2-cyclopropyl-4-(4-fluorophenyl)quinolin-3-yl]-3,5-dihydroxyhept-6-enoic acid